5-fluoro-2-(4-(((1r,2s)-2-hydroxycyclohexyl)amino)pyrido[3,4-d]pyridazin-1-yl)phenol FC=1C=CC(=C(C1)O)C1=C2C(=C(N=N1)N[C@H]1[C@H](CCCC1)O)C=NC=C2